ClC=1C=CC(=NC1)N/N=C(/C1=NC=CC=C1)\C1=CC=CC=C1 (E)-5-chloro-2-(2-(phenyl(pyridin-2-yl)methylene)hydrazinyl)pyridine